F[C@@]1([C@@H](O[C@@H]([C@H]1O)CO)N1C=NC=2C(N)=NC=NC12)O 2'-Fluoroadenosine